C(C)OC(=O)C=1C=NN2C1N=C(C=C2CC)C2=NC=CC=C2 7-ethyl-5-(pyridin-2-yl)pyrazolo[1,5-a]Pyrimidine-3-carboxylic acid ethyl ester